C(C)(=O)OC[C@@H](COC1=C(C=C(C=C1Cl)S(=O)(=O)C1=CC=C(C=C1)OCCCCl)Cl)OC(C)=O (R)-3-(2,6-dichloro-4-((4-(3-chloropropoxy)phenyl)sulfonyl)phenoxy)propane-1,2-diyl diacetate